(S)-N-(3-(6-fluoro-3,4-dihydroisoquinolin-2(1H)-yl)-2-hydroxypropyl)-6-(trifluoromethyl)imidazo[1,2-a]pyrazine-2-carboxamide FC=1C=C2CCN(CC2=CC1)C[C@H](CNC(=O)C=1N=C2N(C=C(N=C2)C(F)(F)F)C1)O